Octahydropyrrolo[3,4-c]pyrrole-2-carboxylic acid tert-butyl ester C(C)(C)(C)OC(=O)N1CC2CNCC2C1